tert-butyl {(2RS)-4-[{(1R)-1-[1-benzyl-4-(2,5-difluorophenyl)-1H-pyrrol-2-yl]-2,2-dimethylpropyl}(hydroxyacetyl)amino]-1,1-difluorobutan-2-yl}carbamate C(C1=CC=CC=C1)N1C(=CC(=C1)C1=C(C=CC(=C1)F)F)[C@@H](C(C)(C)C)N(CC[C@H](C(F)F)NC(OC(C)(C)C)=O)C(CO)=O |&1:28|